CC=1N(C2=CC=CC=C2C1C(=O)NCC=1C(NC(=CC1SC)C)=O)C(C)C1C2CN(CC1C2)CC(F)(F)F 2-methyl-N-((6-methyl-4-(methylthio)-2-oxo-1,2-dihydropyridin-3-yl)methyl)-1-(1-(3-(2,2,2-trifluoroethyl)-3-azabicyclo[3.1.1]heptan-6-yl)ethyl)-1H-indole-3-carboxamide